C(C1=CC=CC=C1)OC(C=O)=C 2-benzyloxy-acrolein